3-(3-(benzyloxy)phenyl)-N-methoxy-N-methylcyclopentane-1-carboxamide C(C1=CC=CC=C1)OC=1C=C(C=CC1)C1CC(CC1)C(=O)N(C)OC